NC=1C(=C2C(C3CC(C2=CC1)C3)=O)Br 6-Amino-5-bromo-2,3-dihydro-1,3-methanonaphthalen-4(1H)-one